N,N-bis(4-(phenanthren-9-yl)phenyl)-4-phenylnaphthalene-1-amine C1=CC=CC=2C3=CC=CC=C3C(=CC12)C1=CC=C(C=C1)N(C1=CC=C(C2=CC=CC=C12)C1=CC=CC=C1)C1=CC=C(C=C1)C=1C2=CC=CC=C2C=2C=CC=CC2C1